2-methyl-1H-pyrrolo[2,3-b]pyridine-1-carboxylic acid tert-butyl ester C(C)(C)(C)OC(=O)N1C(=CC=2C1=NC=CC2)C